ClC=1N=C(C2=C(N1)N(N=N2)[C@H]2[C@@H]([C@@H]([C@H](O2)COC(CO)P(OCC)(OCC)=O)O)O)NC2CCCC2 Diethyl (1-(((2R,3S,4R,5R)-5-(5-chloro-7-(cyclopentylamino)-3H-[1,2,3]triazolo[4,5-d]pyrimidin-3-yl)-3,4-dihydroxytetrahydrofuran-2-yl)methoxy)-2-hydroxyethyl)phosphonate